ClC1=C2C=CC(=C(C2=CC=C1)N1C(C=CC1=O)=O)C(C)C 1-(5-chloro-2-isopropylnaphthalen-1-yl)-1H-pyrrole-2,5-dione